methyl 4-(1-ethoxyvinyl)-2-fluoro-benzoate C(C)OC(=C)C1=CC(=C(C(=O)OC)C=C1)F